5-bromo-1-isopropyl-N-(4-methoxybenzyl)-3-methyl-1H-pyrazolo[4,3-b]pyridin-7-amine BrC1=CC(=C2C(=N1)C(=NN2C(C)C)C)NCC2=CC=C(C=C2)OC